2-([1,1':3',1'':3'',1''':3''',1''''-quinquephenyl]-5''-yl)-4,4,5,5-tetramethyl-1,3,2-dioxaborolane C1(=CC=CC=C1)C1=CC(=CC=C1)C1=CC(=CC(=C1)B1OC(C(O1)(C)C)(C)C)C1=CC(=CC=C1)C1=CC=CC=C1